6-(4-methoxybenzyl)-8-(morpholin-4-yl)-3-[(tetrahydro-2H-pyran-4-yloxy)methyl]pyrido[2,3-e][1,2,4]triazolo[4,3-c]pyrimidin-5(6H)-one COC1=CC=C(CN2C(N3C(C4=C2C=C(C=N4)N4CCOCC4)=NN=C3COC3CCOCC3)=O)C=C1